[C@H]12CC(C[C@@H]2C1)CC=1C=CC2=C(C(=C(O2)C)C(=O)NC(CO)(COC)C)C1 5-(((1R,3r,5S)-bicyclo[3.1.0]hexan-3-yl)methyl)-N-(1-hydroxy-3-methoxy-2-methylpropan-2-yl)-2-methylbenzofuran-3-carboxamide